N-(4-(4-amino-3-methylphenoxy)pyridin-2-yl)cyclopropanecarboxamide NC1=C(C=C(OC2=CC(=NC=C2)NC(=O)C2CC2)C=C1)C